COC(=O)C di-methyl-carboxylic acid